N-(3-(1-oxa-8-azaspiro[4.5]decan-8-yl)propyl)-5-(4-((diethylamino)methyl)phenyl)thieno[3,2-b]pyridin-7-amine O1CCCC12CCN(CC2)CCCNC2=C1C(=NC(=C2)C2=CC=C(C=C2)CN(CC)CC)C=CS1